[Br-].C(CCCCCCCCCCCCCCC)C[N+](C)(C)CCCCCCCCCCCCCCCC hexadecyl-(cetyl)trimethylammonium bromide